C[C@@H]1O[C@@H](CN(C1)CC1=CC=C(/C=C/C2=CNC3=C(C=CC=C23)F)C=C1)C 3-((E)-4-(((2S,6R)-2,6-dimethylmorpholino)methyl)styryl)-7-fluoro-1H-indole